Ethyl 3-(1H-1,2,3-triazol-1-yl)propanoate N1(N=NC=C1)CCC(=O)OCC